FC1=C(C(=CC=C1)C)N1N=C2C(=CC1=O)NN=C2C=2C=CC(=NC2)N2CC1N(CC2)C(OC1)=O 7-(5-(5-(2-fluoro-6-methylphenyl)-6-oxo-5,6-dihydro-1H-pyrazolo[4,3-c]pyridazin-3-yl)pyridin-2-yl)tetrahydro-1H-oxazolo[3,4-a]pyrazin-3(5H)-one